5-[[2-(6,6-dioxo-6lambda6-thia-2,5-diazaspiro[3.5]nonane-2-carbonyl)-2-azaspiro[3.3]heptan-6-yl]methyl]-2-(trifluoromethyl)pyridine-3-carbonitrile O=S1(NC2(CN(C2)C(=O)N2CC3(C2)CC(C3)CC=3C=C(C(=NC3)C(F)(F)F)C#N)CCC1)=O